NCCCCN1C(=NC2=C1C=CS2)CCOC 1-(4-aminobutyl)-2-(2-methoxyethyl)-1H-imidazo[4,5-d]thiophene